FC1=C(C=C(C(=C1)C=1NC(C=CC1)=O)F)CC=1N(C2=C(N1)C=CC(=C2)C(=O)OC)C[C@H]2OCC2 methyl 2-[[2,5-difluoro-4-(6-oxo-1H-pyridin-2-yl)phenyl]methyl]-3-[[(2S)-oxetan-2-yl]methyl]benzimidazole-5-carboxylate